3-(1-((6-phenoxypyridin-3-yl)methyl)-1H-pyrazol-4-yl)pyridin-2-amine O(C1=CC=CC=C1)C1=CC=C(C=N1)CN1N=CC(=C1)C=1C(=NC=CC1)N